6,6-dihydroxybenzene OC1(C=CC=CC1)O